C(C)N1C[C@@H](CC1)N(C)C Ethyl-(3R)-N,N-dimethylpyrrolidin-3-amine